C(C)C=1C=NC=C(C(=O)N)C1 5-ethyl-nicotinamide